1,5-dimethyl-4-[2-methyl-4-(4-methylimidazol-1-yl)phenyl]sulfonyl-3H-quinoxalin-2-one CN1C(CN(C2=C(C=CC=C12)C)S(=O)(=O)C1=C(C=C(C=C1)N1C=NC(=C1)C)C)=O